diisobutylaluminum aluminum [Al].C(C(C)C)[Al]CC(C)C